C1(CCCC1)OC=1C=C(C=CC1N1CCN(CC1)C)NC=1N=CC2=C(N1)N(C(C=C2C#C[Si](C(C)C)(C(C)C)C(C)C)=O)C 2-((3-(Cyclopentyloxy)-4-(4-methylpiperazin-1-yl)phenyl)amino)-8-methyl-5-((triisopropylsilyl)ethynyl)pyrido[2,3-d]pyrimidin-7(8H)-one